7-(2,2-difluorocyclopropyl)-5-fluoro-2-(((3S,4R)-3-hydroxytetrahydro-2H-pyran-4-yl)amino)pyrrolo[2,1-f][1,2,4]triazine-6-carbonitrile FC1(C(C1)C1=C(C(=C2C=NC(=NN21)N[C@H]2[C@@H](COCC2)O)F)C#N)F